C(CCCCCCCCCCCC\C=C/CCCCCC)C=1C=C(C=C(O)C1)O 5-((Z)-Henicos-14-en-1-yl)resorcinol